(6S)-Tetrahydrofolate C(CC[C@@H](C(=O)O)NC(=O)C1=CC=C(NC[C@H]2CNC=3N=C(N)NC(=O)C3N2)C=C1)(=O)[O-]